1-(2-((((trans)-3-fluoro-1-(3-fluoropyridin-2-yl)cyclobutyl)methyl)amino)pyrimidin-5-yl)-1H-pyrrole-3-carboxamide FC1CC(C1)(C1=NC=CC=C1F)CNC1=NC=C(C=N1)N1C=C(C=C1)C(=O)N